C(C(=O)O)C(=O)O The molecule is an alpha,omega-dicarboxylic acid in which the two carboxy groups are separated by a single methylene group. It has a role as a human metabolite. It is a conjugate acid of a malonate(1-).